(2S,4R)-4-Hydroxypiperidine-2-carboxylic acid O[C@H]1C[C@H](NCC1)C(=O)O